(2R,3S,4R,5R)-5-(4-amino-5-fluoro-7H-pyrrolo[2,3-d]pyrimidin-7-yl)-2-(((2-aminoquinolin-7-yl)oxy)methyl)-3-methyltetrahydrofuran-3,4-diol NC=1C2=C(N=CN1)N(C=C2F)[C@H]2[C@@H]([C@@]([C@H](O2)COC2=CC=C1C=CC(=NC1=C2)N)(O)C)O